18-methyl-nonadecanol CC(CCCCCCCCCCCCCCCCCO)C